Nickelous (2S)-2-[(E)-[[2-[(2S)-1-benzylpyrrolidine-2-carbonyl]azanidylphenyl]-phenyl-methylene]amino]-2-[(1R)-7-bromotetralin-1-yl]acetate C(C1=CC=CC=C1)N1[C@@H](CCC1)C(=O)[N-]C1=C(C=CC=C1)\C(\C1=CC=CC=C1)=N\[C@H](C(=O)[O-])[C@@H]1CCCC2=CC=C(C=C12)Br.[Ni+2]